C(C)(=O)NC1[C@H]2CN(C[C@@H]1CC2)C2=NN=C(S2)C=2C(=CC(=NC2)Cl)N[C@@H](C(=O)N)C (R)-2-((5-(5-((1R,5S,8S)-8-acetamido-3-azabicyclo[3.2.1]oct-3-yl)-1,3,4-thiadiazol-2-yl)-2-chloropyridin-4-yl)amino)propanamide